1-(4-(1-HYDROXY-2-METHYLPROPAN-2-YL)PYRIDIN-2-YL)-N-(1-METHYL-1H-INDAZOL-7-YL)-1H-PYRAZOLE-4-SULFONAMIDE OCC(C)(C)C1=CC(=NC=C1)N1N=CC(=C1)S(=O)(=O)NC=1C=CC=C2C=NN(C12)C